O=C(CCOC[C@H](C)NC=1C(=CN=NC1)C(F)(F)F)N1CC2N(CC1)C1=C(C2)C=C(C=N1)C(F)(F)F 5-(((2S)-1-(3-oxo-3-(3-(trifluoromethyl)-5a,6,8,9-tetrahydropyrido[3',2':4,5]pyrrolo[1,2-a]pyrazin-7(5H)-yl)propoxy)propan-2-yl)amino)-4-(trifluoromethyl)pyridazine